1-(8Z,11Z,14Z-eicosatrienoyl)-2-docosanoyl-glycero-3-phosphocholine CCCCCCCCCCCCCCCCCCCCCC(=O)O[C@H](COC(=O)CCCCCC/C=C\C/C=C\C/C=C\CCCCC)COP(=O)([O-])OCC[N+](C)(C)C